4-pinaenal C12(C(CC=C(C1(C)C)C2)C)C=O